C(C)(C)(C)OC(NCC(O)(C1CC1)C1=NC(=C(C(=C1)C(C)(C)O)Cl)C1=CC=C(C=C1)F)=O {2-[5-chloro-6-(4-fluorophenyl)-4-(2-hydroxypropan-2-yl)pyridin-2-yl]-2-cyclopropyl-2-hydroxyethaneYl}carbamic acid tert-butyl ester